O1CC(C1)NS(=O)(=O)C1=CC=C(C=C1)S(=O)(=O)N1C[C@@H](CCC1)C(=O)OCC Ethyl (R)-1-((4-(N-(oxetan-3-yl)sulfamoyl)phenyl)sulfonyl)piperidine-3-carboxylate